CC1CCC2=NC3=C(C(=C21)N)CCC3 1-methyl-1,2,3,5,6,7-hexahydrodicyclopenta[b,e]pyridin-8-amine